1-[4-methoxypiperidinamido](2E,4E,6E,8E,10E,12E,14E,16Z,18E)-4,8,13,17-tetramethyleicosane COC1CCN(CC1)C(=O)NCCCC(CCCC(CCCCC(CCCC(CCC)C)C)C)C